C1(CCCCC1)C#CC1=CC(=C(C(=C1)C(C)C)CC(=O)NS(=O)(=O)C1=CC=C(C=C1)CN(C)C)C(C)C 2-[4-(2-cyclohexylethynyl)-2,6-bis(propan-2-yl)phenyl]-N-{4-[(dimethylamino)methyl]benzene-sulfonyl}acetamide